C(C)(C)(C)OC(=O)N1C2CN(C(C1)C2)CCC2=CC1=C(N(C(N1C)=O)C1C(NC(CC1)=O)=O)C=C2 Tert-butyl-5-[2-[1-(2,6-dioxo-3-piperidyl)-3-methyl-2-oxo-benzimidazol-5-yl]ethyl]-2,5-diazabicyclo[2.2.1]heptane-2-carboxylate